(7-Chloroimidazo[1,2-b]pyridazin-3-yl)-N-((3S,4S)-4-fluoropyrrolidin-3-yl)pyridin-2-amine ClC1=CC=2N(N=C1)C(=CN2)C=2C(=NC=CC2)N[C@H]2CNC[C@@H]2F